FC1=C(C=CC(=C1)F)C=1N(C=C(C1OC)C=O)C(=O)OCCCC butyl 2-(2,4-difluorophenyl)-4-formyl-3-methoxy-1H-pyrrole-1-carboxylate